COC(=O)C=1C(=NN(C1)C)CO 3-(hydroxymethyl)-1-methyl-1H-pyrazole-4-carboxylic acid methyl ester